5-(1-isopropyl-1H-indol-5-yl)-5-(3-methylpyridin-4-yl)-1,2,4-oxadiazole C(C)(C)N1C=CC2=CC(=CC=C12)C1(N=CNO1)C1=C(C=NC=C1)C